CN1N=C(C(=C1)NC=1N=CC2=C(N1)N(C(=C2)C#N)[C@@H]2COC[C@@H]2C)OC2COC2 2-((1-methyl-3-(oxetan-3-yloxy)-1H-pyrazol-4-yl)amino)-7-((3s,4r)-4-methyltetrahydrofuran-3-yl)-7H-pyrrolo[2,3-d]pyrimidine-6-carbonitrile